[Si](C)(C)(C(C)(C)C)OCCC1=NC=NC(=C1)Cl 4-(2-((tert-butyldimethylsilyl)oxy)ethyl)-6-chloropyrimidine